1-[3-(2-bromopropoxy)pyrazol-1-yl]ethanone BrC(COC1=NN(C=C1)C(C)=O)C